C1(=CC=CC2=CC=CC=C12)OC(=O)C1=CC=CC2=CC=CC=C12.OC1=C(C(=O)C2=CC(=CC=C2)C(C2=C(C(=C(C=C2)O)O)O)=O)C=CC(=C1O)O m-bis(2,3,4-trihydroxybenzoyl)benzene naphthyl-naphthalate